OC=1C(=C(C(=CC1)C)N1C=NC2=C(C1=O)C=C(N2)C=2C=NC(=CC2C)N2CCOCC2)C 3-(3-Hydroxy-2,6-dimethylphenyl)-6-(4-methyl-6-morpholinopyridin-3-yl)-3,7-dihydro-4H-pyrrolo[2,3-d]pyrimidin-4-one